OC1=C(C(=CC(=C1)C)C)N1N=C2N=C(NC(C2=C1)=O)C 2-(2-hydroxy-4,6-dimethylphenyl)-6-methyl-2,5-dihydro-4H-pyrazolo[3,4-d]pyrimidin-4-one